(R)-4-bromo-5-chloro-N-(8,9-difluoro-6-oxo-1,4,5,6-tetrahydro-2H-pyrano[3,4-c]isoquinolin-1-yl)-N-methyl-1H-pyrrolo[2,3-c]pyridine-2-carboxamide BrC1=C2C(=CN=C1Cl)NC(=C2)C(=O)N(C)[C@H]2COCC=1NC(C=3C=C(C(=CC3C12)F)F)=O